OCCN(CC(CN(C1=CC=C(C=C1)N)CCO)O)C1=CC=C(C=C1)N N,N'-bis-(beta-hydroxyethyl)-N,N'-bis-(4-aminophenyl)-1,3-diamino-propan-2-ol